(E)-2-(1-(pyridin-2-yl)ethylidene)-N-(pyridin-2-yl)hydrazine-1-carbothioamide N1=C(C=CC=C1)\C(\C)=N\NC(NC1=NC=CC=C1)=S